3,3-dimethylcyclobutane-1-carboxamide CC1(CC(C1)C(=O)N)C